COC1=C(CN2C(NC3=C2C=C(C=C3)C)=O)C=CC=C1 1-(2-methoxybenzyl)-6-methyl-1,3-dihydro-2H-benzo[d]imidazol-2-one